C1(CC1)CC=1C2=C(C(N(C1)C)=O)C(=C(N2)C2=CC(=NC=C2)NC(C(CC(F)F)C2=CC=C(C=C2)F)=O)C2=CC=CC=C2 N-{4-[7-(Cyclopropylmethyl)-5-methyl-4-oxo-3-phenyl-4,5-dihydro-1H-pyrrolo[3,2-c]pyridin-2-yl]pyridin-2-yl}-4,4-difluoro-2-(4-fluorophenyl)butanamid